COC1=CC=C(C=C1)C1C2(C(CC1(C(=O)OC)C(=O)[O-])\C=C\C=1OC=CC1)C(C=CC=1OCOCC12)=O methyl 2'-p-methoxyphenyl-5'-((E)-2-(furan-2-yl) vinyl)-6-oxo-6H-spiro(benzo[d][1,3]dioxin-5,1'-cyclopentane)-3',3'-dicarboxylate